t-Hexyl peroxy pivalate CCCC(C)(C)OC(=O)C(C)(C)C1OO1